8-Tricosenoic acid C(CCCCCCC=CCCCCCCCCCCCCCC)(=O)O